BrC=1C=C(C=CC1C(COC)(F)F)C1=NNC(O[C@H]1C)=O (S)-5-(3-bromo-4-(1,1-difluoro-2-methoxyethyl)phenyl)-6-methyl-3,6-dihydro-2H-1,3,4-oxadiazin-2-one